2-(1H-pyrazol-3-yl)ethanol N1N=C(C=C1)CCO